C(CCCCCC)NC(=O)C1CN(CCN1C(CCCCCCC)=O)C(=O)C1=CC=C(C(=O)N2C[C@H]([C@@H](C2)C(=O)N[C@@H]2[C@H](C2)C2=CC=CC=C2)C(=O)N[C@@H]2[C@H](C2)C2=CC=CC=C2)C=C1 (3S,4S)-1-(4-(3-(heptylcarbamoyl)-4-octanoylpiperazine-1-carbonyl)benzoyl)-N3,N4-bis((1S,2R)-2-phenylcyclopropyl)pyrrolidine-3,4-dicarboxamide